1-(4-fluorophenyl)-2-(phenylsulfonyl)-2-(phenylthio)ethan-1-one FC1=CC=C(C=C1)C(C(SC1=CC=CC=C1)S(=O)(=O)C1=CC=CC=C1)=O